C(C)OC(C=CC(=CC1=CC=C(C=C1)C)C)OCC 1-(5,5-diethoxy-2-methylpenta-1,3-dien-1-yl)-4-methylbenzene